tert-Butyl(4-(diethoxymethyl)benzyl)(methylene)carbamate C(C)(C)(C)OC(N=CCC1=CC=C(C=C1)C(OCC)OCC)=O